1,2,3-Tris(methylsulfonyloxy)benzene CS(=O)(=O)OC1=C(C(=CC=C1)OS(=O)(=O)C)OS(=O)(=O)C